(S)-2-(azetidin-1-ylmethyl)-N-((R)-2,2-difluoro-1-phenylethyl)butanamide N1(CCC1)C[C@@H](C(=O)N[C@@H](C(F)F)C1=CC=CC=C1)CC